C1(CC1)C=1C=NN(C1CO[C@H]1[C@@H]2C(N([C@H](C1)C2)C2=CC(=C(C(=O)O)C=C2)F)=O)C2=C(C=CC=C2Cl)Cl 4-[(1S,4R,5R)-5-{[4-cyclopropyl-1-(2,6-dichlorophenyl)-1H-pyrazol-5-yl]methoxy}-3-oxo-2-azabicyclo[2.2.1]heptan-2-yl]-2-fluorobenzoic acid